COC1=CC2=C(C(=NN(C2=O)CC(=O)NC2=NC=CC=N2)C(C)C)O1 [2-Methoxy-4-oxo-7-(propan-2-yl)-4H,5H-furo[2,3-d]pyridazin-5-yl]-N-(pyrimidin-2-yl)acetamide